ClC1=CC(=C(C=C1OCC(C1=CC=C(C=C1)Cl)=O)N1C(C=2CCCCC2C1=O)=O)F 2-(4-chloro-2-fluoro-5-(2-oxo-2-(p-chlorophenyl)ethoxy)phenyl)-4,5,6,7-tetrahydro-1H-isoindole-1,3(2H)-dione